11H-indeno[1,2-b]quinoxalin-11-one oxime C1=C2C(C=3C(=NC=4C=CC=CC4N3)C2=CC=C1)=NO